3-(2-(3-aminoprop-1-yn-1-yl)-1-methyl-1H-benzo[d]imidazol-4-yl)piperidine-2,6-dione NCC#CC1=NC2=C(N1C)C=CC=C2C2C(NC(CC2)=O)=O